C(#N)CC(=O)O.N1C(C=CC2=CC=CC=C12)=O quinolone cyanoacetate salt